ClC=1C=C2C(=NC1OC)C(=C(N2C)C=2NC(=NN2)C(CO)(F)F)N2C=NC=C2 2-(5-(6-chloro-3-(1H-imidazol-1-yl)-5-methoxy-1-methyl-1H-pyrrolo[3,2-b]pyridin-2-yl)-4H-1,2,4-triazol-3-yl)-2,2-difluoroethan-1-ol